1-chloro-4-(phenyl-d5)phthalazine tert-butyl-(1R,5S)-3-(2,7-dichloro-8-fluoropyrido[4,3-d]pyrimidin-4-yl)-1-formyl-3,8-diazabicyclo[3.2.1]octane-8-carboxylate C(C)(C)(C)OC(=O)N1[C@]2(CN(C[C@@H]1CC2)C=2C1=C(N=C(N2)Cl)C(=C(N=C1)Cl)F)C=O.ClC1=NN=C(C2=CC=CC=C12)C1=C(C(=C(C(=C1[2H])[2H])[2H])[2H])[2H]